rac-1-(tert-butyl) 2-methyl (2R,3S)-3-methylpyrrolidine-1,2-dicarboxylate C[C@@H]1[C@@H](N(CC1)C(=O)OC(C)(C)C)C(=O)OC |r|